C(C)(=O)NC1=CC=NN1C1=NN=C(S1)NC(=O)C=1OC(C(=C(C1)I)OCCOC)=O N-[5-(5-acetamidopyrazol-1-yl)-1,3,4-thiadiazol-2-yl]-4-iodo-5-(2-methoxyethoxy)-6-oxopyran-2-carboxamide